FC(=C(OC)C=1C(=C2C(=NN(C2=CC1)C([2H])([2H])[2H])N)OC)F 5-(2,2-Difluoro-1-methoxyvinyl)-4-methoxy-1-(methyl-d3)-1H-indazol-3-amine